2-(4-fluoro-3-methoxyphenyl)-N-(4-(1-methyl-4-(trifluoromethyl)-1H-imidazol-2-yl)benzyl)-7H-purin-6-amine FC1=C(C=C(C=C1)C1=NC(=C2NC=NC2=N1)NCC1=CC=C(C=C1)C=1N(C=C(N1)C(F)(F)F)C)OC